2-{[7-amino-4-(3-methoxy-1H-indazol-5-yl)-1-oxo-2,3-dihydro-1H-isoindol-2-yl]methyl}prop-2-enamide NC=1C=CC(=C2CN(C(C12)=O)CC(C(=O)N)=C)C=1C=C2C(=NNC2=CC1)OC